2-bromo-5-(4-fluorophenyl)-6,7-dihydro-5H-pyrrolo[1,2-b][1,2,4]triazol-7-ol BrC=1N=C2N(N1)C(CC2O)C2=CC=C(C=C2)F